1-ethylimidazole dihydrogen phosphate salt P(=O)(O)(O)O.C(C)N1C=NC=C1